5-methyl-N-(4-methyl-3-(7-(methylamino)-1,6-naphthyridin-3-yl)phenyl)-4,5,6,7-tetrahydrobenzo[d]isoxazole-3-carboxamide CC1CCC2=C(C(=NO2)C(=O)NC2=CC(=C(C=C2)C)C=2C=NC3=CC(=NC=C3C2)NC)C1